N[C@H](C)C1=CC(=CC=2C(C=C(OC21)C=2C=NN(C2)C)=O)C 8-[(1R)-1-aminoethyl]-6-methyl-2-(1-methylpyrazol-4-yl)benzopyran-4-one